CN(C1CCC(CC1)C)CC1=NN=NN1C1=CC(=CC=C1)[N+](=O)[O-] N,4-dimethyl-N-((1-(3-nitrophenyl)-1H-tetrazol-5-yl)methyl)cyclohexan-1-amine